[Sn].C(CCCCCCCCCCCCCCCCC)(=O)OCC(CO)(CO)CO pentaerythritol monostearate tin